Methyl 2-((2-(azetidin-1-yl)pyrimidin-5-yl)methyl)-2H-1,2,3-triazole-4-carboxylate N1(CCC1)C1=NC=C(C=N1)CN1N=CC(=N1)C(=O)OC